(1-{2-[(3R)-3-methylmorpholin-4-yl]-8-(1H-pyrazol-5-yl)-1,7-naphthyridin-4-yl}piperidin-4-yl)methanol C[C@H]1N(CCOC1)C1=NC2=C(N=CC=C2C(=C1)N1CCC(CC1)CO)C1=CC=NN1